C(CCC)NC(CCNC(=O)C=1N(C=C(C1)NC(=O)C=1N(C=C(C1)NC(C1=CC=C(C=C1)\C=C\C=1C=NC2=CC=CC=C2C1)=O)C)C)=N (E)-N-(3-(butylamino)-3-iminopropyl)-1-methyl-4-(1-methyl-4-(4-(2-(quinolin-3-yl)vinyl)benzamido)-1H-pyrrole-2-carboxamido)-1H-pyrrole-2-carboxamide